FC=1C=C(C(=O)[O-])C=C(C1)C(F)(F)F 3-fluoro-5-(trifluoromethyl)benzoate